6-(5-(4,4-difluoropiperidine-1-carbonyl)-1H-pyrrolo[2,3-b]pyridin-1-yl)-N-ethylnicotinamide FC1(CCN(CC1)C(=O)C=1C=C2C(=NC1)N(C=C2)C2=NC=C(C(=O)NCC)C=C2)F